2-methylene-5,6-benzo-1,3-dioxepan C=C1C=CC2=C(OCCCC2)O1